(4-methylpyrimidin-2-yl)benzenesulfonamide CC1=NC(=NC=C1)C1=C(C=CC=C1)S(=O)(=O)N